(R)-5-(4-((8-fluoro-2-methyl-3-oxo-3,4-dihydroquinoxalin-6-yl)methyl)piperazin-1-yl)-6-methyl-N-(tetrahydrofuran-3-yl)picolinamide FC=1C=C(C=C2NC(C(=NC12)C)=O)CN1CCN(CC1)C=1C=CC(=NC1C)C(=O)N[C@H]1COCC1